C(C)(C)(C)C1=CC(=NO1)NC(=O)C1CN(CC1)C#N N-(5-(tert-butyl)isoxazol-3-yl)-1-cyano-pyrrolidine-3-carboxamide